CN1CCN(CC1)C1=CC=C(C=N1)NC(=O)C=1C=C2C(=NC1)NC=C2C=2C=C1N=CC=NC1=CC2 N-(6-(4-Methylpiperazin-1-yl)pyridin-3-yl)-3-(quinoxalin-6-yl)-1H-pyrrolo[2,3-b]pyridine-5-carboxamide